3-(6-bromo-7-chloro-2-oxo-1,2-dihydroquinolin-3-yl)benzoic acid methyl ester COC(C1=CC(=CC=C1)C=1C(NC2=CC(=C(C=C2C1)Br)Cl)=O)=O